The molecule is a C19-gibberellin that is a pentacyclic diterpenoid responsible for promoting growth and elongation of cells in plants. Initially identified in Gibberella fujikuroi it differs from gibberellin A1 in the absence of OH groups at C-2 and C-7 (gibbane numberings). It has a role as a plant metabolite and a mouse metabolite. It is a lactone, a C19-gibberellin and a gibberellin monocarboxylic acid. It is a conjugate acid of a gibberellin A9(1-). C[C@@]12CCC[C@@]3([C@@H]1[C@@H]([C@]45[C@H]3CC[C@H](C4)C(=C)C5)C(=O)O)OC2=O